(4-(6-(1H-benzo[d]imidazol-2-yl)pyridinyl)piperazin-1-yl)(4-methylpyridin-3-yl)methanone N1C(=NC2=C1C=CC=C2)C2=CC=CC(=N2)N2CCN(CC2)C(=O)C=2C=NC=CC2C